Cl.NC=1SC2=C(N1)CC[C@@H](C2)N(CCC)CC2CCN(CC2)C(=O)C=2C=NC(=CC2)F (S)-(4-(((2-amino-4,5,6,7-tetrahydrobenzo[d]thiazol-6-yl)(propyl)amino)methyl)piperidin-1-yl)(6-fluoropyridin-3-yl)methanone hydrochloride